1-[3-[4-[3-[3-amino-6-(2-hydroxyphenyl)pyridazin-4-yl]-3,8-diazabicyclo[3.2.1]oct-8-yl]-2-pyridinyl]prop-2-ynyl]-3-cyclopropyl-azetidin-3-ol NC=1N=NC(=CC1N1CC2CCC(C1)N2C2=CC(=NC=C2)C#CCN2CC(C2)(O)C2CC2)C2=C(C=CC=C2)O